O.[Ni](C#N)(C#N)(C#N)C#N.[K] potassium nickel tetracyanide hydrate